diisopropyl fluoromalonate FC(C(=O)OC(C)C)C(=O)OC(C)C